rel-(4R,5R)-4-((5-chloro-4-(4-fluoro-1-isopropyl-2-methyl-1H-benzo[d]imidazol-6-yl)pyrimidin-2-yl)amino)-2-(methoxymethyl)-4,5,6,7-tetrahydropyrazolo[1,5-a]pyridin-5-ol ClC=1C(=NC(=NC1)N[C@@H]1C=2N(CC[C@H]1O)N=C(C2)COC)C=2C=C(C1=C(N(C(=N1)C)C(C)C)C2)F |o1:8,13|